BrC=1C=C2C(=NNC2=C(C1)F)F 5-bromo-3,7-difluoro-1H-indazole